C(C)(C)(C)N(C(O)=O)[C@@H](C)C1=NC=NN1C1=NC=C(C=C1)C#N.FC(C(CC)OC1=CC=C(C=N1)C=1N=CC(=NC1)NN)(F)F [5-[6-[1-(trifluoromethyl)propoxy]-3-pyridyl]pyrazin-2-yl]hydrazine tert-Butyl-{(1S)-1-[1-(5-cyanopyridin-2-yl)-1H-1,2,4-triazol-5-yl]ethyl}carbamate